N1(N=CC=C1)CC1=CC2=C(C(=NO2)NS(=O)(=O)C2=C(C=CC=C2)OC)C(=C1)OC(F)F N-(6-((1H-pyrazol-1-yl)methyl)-4-(difluoromethoxy)benzo[d]isoxazol-3-yl)-2-methoxybenzenesulfonamide